acrylic acid-beta-hydroxypropyl ester OC(COC(C=C)=O)C